2-chloro-N-(1-cyanocyclopropyl)-5-[1-[3,4-dibromo-1-cyclopropyl-5-(trifluoromethylsulfanyl)pyrrol-2-yl]pyrazol-4-yl]benzamide ClC1=C(C(=O)NC2(CC2)C#N)C=C(C=C1)C=1C=NN(C1)C=1N(C(=C(C1Br)Br)SC(F)(F)F)C1CC1